(1S,3S)-3-((6-(5-(((cyclopropyl-methoxy)carbonyl)amino)-1-methyl-1H-1,2,3-triazol-4-yl)-2-methyl-pyridin-3-yl)oxy)cyclohexane-1-carboxylic acid C1(CC1)COC(=O)NC1=C(N=NN1C)C1=CC=C(C(=N1)C)O[C@@H]1C[C@H](CCC1)C(=O)O